3-hydroxyphenylacetic acid OC=1C=C(C=CC1)CC(=O)O